O1C(NCCC1)=S 3,4,5,6-tetrahydro-1,3-oxazin-2-thione